4-hydroxy-2-[2-(1H-indol-3-yl)-2-oxoethyl]sulfanyl-1H-pyrimidin-6-one OC=1N=C(NC(C1)=O)SCC(=O)C1=CNC2=CC=CC=C12